2-(2-(3-nitrophenyl)-1H-imidazol-1-yl)acetonitrile [N+](=O)([O-])C=1C=C(C=CC1)C=1N(C=CN1)CC#N